C(C#CC)(=O)N1CC(C1)C1CCNC=2N1N=C(C2C(=O)N)C2=CC=C(C=C2)OC2=C(C=C(C=C2)F)F 7-(1-(But-2-ynoyl)azetidin-3-yl)-2-(4-(2,4-difluorophenoxy)phenyl)-4,5,6,7-tetrahydropyrazolo[1,5-a]pyrimidine-3-carboxamide